2,3-dibromo-2-methyl-butyric acid BrC(C(=O)O)(C(C)Br)C